CN1C[C@@H](CCC1)NC1=NN=C2N1C=CC=C2C2=C(C=C(C=C2)C(F)(F)F)O (R)-2-(3-((1-methylpiperidin-3-yl)amino)-[1,2,4]triazolo[4,3-a]pyridin-8-yl)-5-(trifluoromethyl)phenol